BrC=1C=NC(=NC1)OC(C)O (5-bromopyrimidin-2-yl)oxyethanol